C(#N)C(C)(C)NC(=O)C1=NC=CC(=C1)NC(=O)C1=C(N=C(S1)C1=CC=CC=C1)C N-[2-[(1-cyano-1-methyl-ethyl)carbamoyl]-4-pyridinyl]-4-methyl-2-phenyl-thiazole-5-carboxamide